ClC1=CC(=C(C=C1)CBr)F 4-Chloro-1-(bromomethyl)-2-fluorobenzene